OC=1C=C(C(C(=O)[O-])=CC1O)C(=O)[O-] 4,5-dihydroxyphthalate